NCC1CN(CC(N1)CN)C1=CC=CC=2OCCOC21 5-(3,5-bis(aminomethyl)piperazin-1-yl)-2,3-dihydro-1,4-benzodioxine